FC1(CCN(CCC1)C1=NC2=CC(=CC=C2C=C1C(=O)NC=1C=C(C(=O)O)C=CC1)F)F 3-(2-(4,4-difluoroazepan-1-yl)-7-fluoroquinoline-3-carboxamido)benzoic acid